4-Chloro-5-(3-(1-(2-chloro-5-fluorophenyl)ethyl)-5,6-dihydroimidazo[1,2-a]pyrazin-7(8H)-yl)pyridazin-3(2H)-one ClC=1C(NN=CC1N1CC=2N(CC1)C(=CN2)C(C)C2=C(C=CC(=C2)F)Cl)=O